5-chloro-2-(difluoromethyl)-N-((1r,4r)-4-((3-(4-methyl-6-(2-oxoimidazolidin-1-yl)pyridin-3-yl)-2-oxo-2,3-dihydro-1H-benzo[d]imidazol-1-yl)methyl)cyclohexyl)nicotinamide ClC=1C=NC(=C(C(=O)NC2CCC(CC2)CN2C(N(C3=C2C=CC=C3)C=3C=NC(=CC3C)N3C(NCC3)=O)=O)C1)C(F)F